2-(HYDROXY)PYRIDINE-4-BORONIC ACID OC1=NC=CC(=C1)B(O)O